1-(4-(6-chloro-3-(4-(cyclopropanecarbonyl)piperazine-1-carbonyl)quinolin-4-yl)phenyl)cyclopropanecarbonitrile ClC=1C=C2C(=C(C=NC2=CC1)C(=O)N1CCN(CC1)C(=O)C1CC1)C1=CC=C(C=C1)C1(CC1)C#N